C([C@H]([C@H]([C@](COP(=O)([O-])[O-])(C=O)O)O)O)O The molecule is dianion of D-hamamelose 2(1)-phosphate arising from deprotonation of the phosphate OH groups; major species at pH 7.3. It is a conjugate base of a D-hamamelose 2(1)-(dihydrogen phosphate).